BrC=1C=NN(C1N1C(C2=C3C(=CC=C2C1)C=CC=C3)=O)C 2-(4-bromo-1-methyl-1H-pyrazol-5-yl)-2,3-dihydro-1H-benzisoindol-1-one